Imidazol-3-ium iodide [I-].N1C=[NH+]C=C1